NC1=C2C(=NC=N1)N(N=C2C2=CC=C(C=C2)OC2=CC=CC=C2)C2CCN(CC2)C2CC1(C2)CCN(CC1)C(=O)OC(C)(C)C Tert-butyl 2-[4-[4-amino-3-(4-phenoxyphenyl)pyrazolo[3,4-d]pyrimidin-1-yl]-1-piperidyl]-7-azaspiro[3.5]nonane-7-carboxylate